(bipyridine) copper (II) [Cu+2].N1=C(C=CC=C1)C1=NC=CC=C1